N-[3-(3-methoxypropoxy)-1-[(1r,4r)-4-[(2R,6S)-2,6-dimethylmorpholin-4-yl]cyclohexyl]-1H-pyrazol-4-yl]carbamic acid benzyl ester C(C1=CC=CC=C1)OC(NC=1C(=NN(C1)C1CCC(CC1)N1C[C@H](O[C@H](C1)C)C)OCCCOC)=O